5-cyclopropyl-2-((1-phenyl-1H-indol-5-yl)amino)nicotinic acid C1(CC1)C=1C=NC(=C(C(=O)O)C1)NC=1C=C2C=CN(C2=CC1)C1=CC=CC=C1